5,7-dimethoxy-phthalazin-1(2H)-one COC1=C2C=NNC(C2=CC(=C1)OC)=O